ClC1=NC(=CC(=C1)[B-]12OC(C[N+]2(CC(O1)=O)C)=O)C1CC1 1-(2-chloro-6-cyclopropylpyridin-4-yl)-5-methyl-2,8-dioxa-5-azonia-1-boranuida-bicyclo[3.3.0]octane-3,7-dione